((E)-N-(6-((2-amino-4-fluorophenyl)amino)-6-oxohexyl)-6-(3,5-bis(trifluoromethyl)-benzylidene)-5-oxo-5,6,7,8-tetrahydronaphthalene-2-carboxamide) NC1=C(C=CC(=C1)F)NC(CCCCCNC(=O)C1=CC=2CC\C(\C(C2C=C1)=O)=C/C1=CC(=CC(=C1)C(F)(F)F)C(F)(F)F)=O